2-fluoro-3-hydroxyphenyl-boronic acid FC1=C(C=CC=C1O)B(O)O